((2r,4s)-2,4-dimethyl-azetidin-1-yl)methanone C[C@H]1N([C@H](C1)C)C=O